ClC=1C=C(C=CC1)C#C\C=C/1\C(CN(CC1)S(=O)(=O)N(C(C)C)C)(C)C (4E)-4-[3-(3-chlorophenyl)prop-2-yn-1-ylidene]-N,3,3-trimethyl-N-(propan-2-yl)piperidine-1-sulfonamide